C(#N)C1=CC2=C(C(CO2)C2=NN(C(=C2)C(=O)N)C)C=C1 (6-cyano-2,3-dihydro-1-benzofuran-3-yl)-1-methyl-1H-pyrazole-5-carboxamide